ClCF chlorofluoro-methane